N-(2-Cyanoethyl)-5-fluoro-N-isopropyl-2-((4-(7-(((2S,5R)-5-(phenylsulfonamido)tetrahydro-2H-pyran-2-yl)methyl)-2,7-diazaspiro[3.5]nonan-2-yl)pyrimidin-5-yl)oxy)benzamide C(#N)CCN(C(C1=C(C=CC(=C1)F)OC=1C(=NC=NC1)N1CC2(C1)CCN(CC2)C[C@H]2OC[C@@H](CC2)NS(=O)(=O)C2=CC=CC=C2)=O)C(C)C